[Pt+2].ClC1(CCC(CC1)(N)N)Cl cis-dichloro-[(1r,2r)-(-)-cyclohexanediamine] platinum (ii)